C1(CCCCC1)P(C1=C(C=CC=C1)C1=C(C=C(C=C1C(C)C)C(C)C)C(C)C)C1CCCCC1 dicyclohexyl-(2',4',6'-triisopropyl-biphenyl-2-yl)-phosphane